(5-(1-((4-trifluoromethoxybenzyl)sulfonyl)-1,2,5,6-tetrahydropyridin-4-yl)-3-hydroxy-pyridine-2-carbonyl)glycine methyl ester COC(CNC(=O)C1=NC=C(C=C1O)C1=CCN(CC1)S(=O)(=O)CC1=CC=C(C=C1)OC(F)(F)F)=O